OCC(=O)N1C[C@H](CCC1)N1N=CC(=C1)C=1C=C(C=2N(C1)N=CC2C#N)SC2=NC=CC=C2 6-[1-[(3S)-1-(2-hydroxyacetyl)-3-piperidyl]pyrazol-4-yl]-4-(2-pyridylsulfanyl)pyrazolo[1,5-a]pyridine-3-carbonitrile